2-[2-(benzothien-2-ylmethyl-carbamoyl)indan-2-yl]acetic acid S1C(=CC2=C1C=CC=C2)CNC(=O)C2(CC1=CC=CC=C1C2)CC(=O)O